5-bromo-6-methyl-2-oxo-1-phenyl-1,2-dihydropyridine-3-carboxylic acid ethyl ester C(C)OC(=O)C=1C(N(C(=C(C1)Br)C)C1=CC=CC=C1)=O